OC1=C(C=CC=C1)\C=C\C(=O)C1=C(C=C(C=C1)O)OC 2,4'-dihydroxy-2'-methoxychalcone